6-hydroxy-2,5,7,8-tetramethyldihydrobenzopyran-2-carboxylic acid OC=1C(=C(C2=C(CCC(O2)(C(=O)O)C)C1C)C)C